1,5-Dideoxy-1,5-Imino-d-Galactitol N1C[C@H](O)[C@@H](O)[C@@H](O)[C@H]1CO